C[Si](CCOCN1N=CC=CC1=O)(C)C (2-(trimethylsilyl)ethoxyMethyl)pyridazin-3(2H)-one